1,2-diaminopropaneN NC=C(C)N